CC1(CC(=NO1)SCC=1C(=NN(C1O)C)C(F)(F)F)C (((5,5-dimethyl-4,5-dihydro-isoxazol-3-yl)thio)methyl)-1-methyl-3-(trifluoromethyl)-1H-pyrazol-5-ol